(S)-6-hydroxynicotine CN1CCC[C@H]1C2=CNC(=O)C=C2